O(O)CC(C)(C1=CC=CC=C1)OC(CCCCCC(C)(C)C)=O neodecanoic acid peroxyl-α-cumyl ester